2,5-dioxopyrrolidin-1-yl 4-{2-azatricyclo[10.4.0.04,9]hexadeca-1(12),4(9),5,7,13,15-hexaen-10-yn-2-yl}-4-oxobutanoate C1=2N(CC=3C=CC=CC3C#CC2C=CC=C1)C(CCC(=O)ON1C(CCC1=O)=O)=O